(±)-trans-4-methoxytetrahydrofuran-3-yl (8-amino-7-fluoro-6-(8-methyl-2,3-dihydro-1H-pyrido[2,3-b][1,4]oxazin-7-yl)isoquinolin-3-yl)carbamate NC=1C(=C(C=C2C=C(N=CC12)NC(O[C@@H]1COC[C@H]1OC)=O)C1=C(C2=C(OCCN2)N=C1)C)F |r|